N1(CC1)C=1C=C(C=CC1)/C=C/C(=O)C1=C(C=CC=C1)O (E)-3-[3-(Aziridin-1-yl)phenyl]-1-(2-hydroxyphenyl)prop-2-en-1-one